6-(2-methyl-5-(pyridin-4-yl)-3H-imidazo[4,5-b]pyridin-3-yl)nicotinaldehyde CC1=NC=2C(=NC(=CC2)C2=CC=NC=C2)N1C1=NC=C(C=O)C=C1